Dimethyl 2-[6-(2-phenoxy-phenyl)-naphthalen-2-ylmethyl]-malonate O(C1=CC=CC=C1)C1=C(C=CC=C1)C=1C=C2C=CC(=CC2=CC1)CC(C(=O)OC)C(=O)OC